ClC1=CC(=CC(=N1)N1C(C2=CC(=CC=C2C1)C1(COC1)CC1=NN=CN1C)=O)\C=C\1/CN(CCC1)C (Z)-2-(6-Chloro-4-((1-methylpiperidin-3-ylidene)methyl)pyridin-2-yl)-6-(3-((4-methyl-4H-1,2,4-triazol-3-yl)methyl)oxetan-3-yl)isoindolin-1-one